8-(Difluoromethyl)-2-{[(2S)-1,4-dioxan-2-yl]methyl}-N-{[(2S)-oxolan-2-yl]methyl}-4,5-dihydro-2H-furo[2,3-g]indazol-7-carboxamid FC(C1=C(OC=2CCC3=CN(N=C3C21)C[C@@H]2OCCOC2)C(=O)NC[C@H]2OCCC2)F